COC=1C=C(C[C@H](N)C(=O)O)C=CC1O 3-METHOXY-L-TYROSINE